benzyl N-[3-(7-bromo-4-fluoro-benzimidazol-1-yl)-2-methoxy-propyl]-N-methyl-carbamate BrC1=CC=C(C2=C1N(C=N2)CC(CN(C(OCC2=CC=CC=C2)=O)C)OC)F